3-[4-amino-2-(azepan-1-yl)phenyl]-6,8-dihydro-5H-imidazo[1,5-a]pyrazine-7-carboxylic acid benzyl ester C(C1=CC=CC=C1)OC(=O)N1CC=2N(CC1)C(=NC2)C2=C(C=C(C=C2)N)N2CCCCCC2